FC=1C=C(COC=2C=C3N(C(N2)=O)CC2N3CCN(C2)C(=O)[C@@H]2NCCC2)C=CC1F 7-((3,4-Difluorobenzyl)oxy)-2-((R)-pyrrolidine-2-carbonyl)-3,4,11,11a-tetrahydro-1H-pyrazino[1',2':3,4]imidazo[1,2-c]pyrimidin-9(2H)-one